3-formyl-1-methyl-6-(methylsulfonyl)-4,5,6,7-tetrahydro-1H-pyrrolo[2,3-c]pyridine-2-carboxylic acid ethyl ester C(C)OC(=O)C1=C(C2=C(CN(CC2)S(=O)(=O)C)N1C)C=O